CN1C(C(=C(C2=CC=C(C=C12)N1C(CCC1)=O)N1CCC(CC1)OC1=CC=C(C=C1)OC(F)(F)F)C(=O)N)=O 1-methyl-2-oxo-7-(2-oxopyrrolidin-1-yl)-4-{4-[4-(trifluoromethoxy)phenoxy]piperidin-1-yl}-1,2-dihydroquinoline-3-carboxamide